OCC1=CC2=C(N=C(N=C2)NC2=CC=C(C=N2)N2C(CNCC2)=O)C(=N1)N1CCCCC1 1-[6-[[6-(hydroxymethyl)-8-piperidin-1-ylpyrido[3,4-d]pyrimidin-2-yl]amino]pyridin-3-yl]piperazin-2-one